ClC=1C=C2N=CC(=NC2=CC1)C1=CC=C(C=C1)C1=CC=C(C=C1)NS(=O)(=O)C1=CC=C(C=C1)F N-(4'-(6-chloroquinoxalin-2-yl)-[1,1'-biphenyl]-4-yl)-4-fluorobenzenesulfonamide